C(C)(C)(C)C=1C=C(C=C(C1O)C(C)(C)C)CCC(=O)OCC(COC(CCC1=CC(=C(C(=C1)C(C)(C)C)O)C(C)(C)C)=O)(COC(CCC1=CC(=C(C(=C1)C(C)(C)C)O)C(C)(C)C)=O)COC(CCC1=CC(=C(C(=C1)C(C)(C)C)O)C(C)(C)C)=O pentaerythritol tetrakis[3-[3,5-di-t-butyl-4-hydroxyphenyl] propionate]